CC1=C(C(=C(C1([Hf](C1(C=CC2=CC=3CCCC3C=C12)CCC)(C)C)C)C)C)C Pentamethylcyclopentadienyl-dimethyl-(1-n-propyl-1,5,6,7-tetrahydro-s-indacenyl)hafnium